Cl.CC1(C(NC2=C(O1)C(=NC=N2)N2CCC1(CC1NS(=O)(=O)N)CC2)=O)C N-(6-(6,6-dimethyl-7-oxo-7,8-dihydro-6H-pyrimido[5,4-b][1,4]oxazin-4-yl)-6-azaspiro[2.5]octan-1-yl)sulfamide hydrochloride